rac-(1r,2r,4s,5r,6s)-N-(2-fluoro-5-(trifluoromethyl)phenyl)-4-(2-fluoropyridin-4-yl)-6-hydroxy-8-oxatricyclo[3.2.1.02,4]octane-2-carboxamide FC1=C(C=C(C=C1)C(F)(F)F)NC(=O)[C@]12[C@H]3C[C@@H]([C@@H]([C@@]2(C1)C1=CC(=NC=C1)F)O3)O |r|